CC1=CC=C(S1)C1=CC=C(C=O)C=C1 4-(5-Methylthiophen-2-yl)benzaldehyde